CC(C)(C)[S@@](=O)N[C@@H](C)C1=NC=C(C=C1)OCC1(CCCC1)C (R)-2-methyl-N-((S)-1-(5-((1-methylcyclopentyl)methoxy)pyridin-2-yl)ethyl)propane-2-sulfinamide